N[C@@H](C(=O)O)CCC1=CC(=CC=C1)C(=O)OC (R)-2-Amino-4-(3-(methoxycarbonyl)phenyl)butanoic acid